CC1=NOC(=C1C=1C=CC(=C(C1)N(C1=CC=C(C=C1)C1(CC1)C#N)CC1CCN(CC1)CC1=C(C=C(C=C1)N1C(NC(CC1)=O)=O)F)C)C 1-(4-((5-(3,5-dimethylisoxazol-4-yl)-2-methylphenyl)((1-(4-(2,4-dioxotetrahydropyrimidin-1(2H)-yl)-2-fluorobenzyl)piperidin-4-yl)methyl)amino)phenyl)cyclopropane-1-carbonitrile